4-(5-bromo-2,3-difluorophenoxy)-2-fluoro-N-methoxy-N-methyl-butanamide BrC=1C=C(C(=C(OCCC(C(=O)N(C)OC)F)C1)F)F